N1(CCCCCC1)C1=C(C(=O)NC2=CC(=NC=C2)S(N)(=O)=O)C(=C(C(=N1)C)Cl)C 2-(azepan-1-yl)-5-chloro-4,6-dimethyl-N-(2-sulfamoylpyridin-4-yl)nicotinamide